CC(C(CCC)C(=O)O)C(=O)O.N[C@H](C(=O)N1[C@@H](C[C@H](C1)O)C(=O)NCC1=CC=C(C=C1)C1=C(N=CS1)C)C(C)(C)C (2S,4r)-1-[(2S)-2-amino-3,3-dimethyl-butyryl]-4-hydroxy-N-[[4-(4-methylthiazol-5-yl)phenyl]methyl]pyrrolidine-2-carboxamide hexane-2,3-dicarboxylate